C(#N)C1=CC=C(C=C1)C=1CCCN(CC1)C(=O)OC(C)(C)C tert-butyl 5-(4-cyanophenyl)-2,3,4,7-tetrahydro-1H-azepine-1-carboxylate